C(C(C)C)N1SC(=CC(=C1)CC(C)C)CC(C)C 2,4,6-triisobutyl-thiazine